[C@H]1([C@@H]([C@H]([C@@H]([C@H]([C@@H]1OP(=O)(O)OP(=O)(O)O)OP(=O)(O)O)OP(=O)(O)OP(=O)(O)O)OP(=O)(O)O)OP(=O)(O)O)O The molecule is a 1D-myo-inositol bis(diphosphate) trisphosphate having the three phospho groups located at positions 3, 4 and 6 and the two diphospho groups at positions 1 and 5. It derives from a myo-inositol.